4-fluoropyrazolo[1,5-a]pyridine-7-carbonitrile FC=1C=2N(C(=CC1)C#N)N=CC2